O=C1C2(NC3=C(N1)C=NC1=C3C=CN1)CN(C2)C(=O)OC(C)(C)C tert-Butyl 3'-oxo-1',3',4',7'-tetrahydrospiro[azetidine-3,2'-pyrrolo[3',2':5,6]pyrido[3,4-b]pyrazine]-1-carboxylate